C1(=C(CC1)C(=O)O)C(=O)O 1-cyclobutene-1,2-dicarboxylic acid